FC=1C=C(C(=O)N)C=C(C1CN1C(NC=2C=NC=3N=C(C=CC3C21)OC)=O)F 3,5-difluoro-4-((7-methoxy-2-oxo-2,3-dihydro-1H-imidazo[4,5-c][1,8]naphthyridin-1-yl)methyl)benzamide